C1(=CC=C(C=C1)S(=O)(=O)N\N=C(\CCCCC(=O)OC)/C)C methyl (6E)-6-(p-tolylsulfonylhydrazono)heptanoate